1,5-anhydro-2,3-dideoxy-3-(6-(4-((1-(difluoromethyl)-cyclopropyl)carbamoyl)benzyl)-7,8-dimethyl-4-oxoquinazolin-3(4H)-yl)-L-threo-pentitol FC(C1(CC1)NC(=O)C1=CC=C(CC=2C=C3C(N(C=NC3=C(C2C)C)[C@H]2CCOC[C@@H]2O)=O)C=C1)F